ethyl oxazole-2,4-dicarboxylate O1C(=NC(=C1)C(=O)[O-])C(=O)OCC